C1(=CC=CC2=CC=CC=C12)NC(\C=C/C(=O)O)=O N-naphthylmaleamic acid